4-((1R,5S)-3,8-Diazabicyclo[3.2.1]octan-8-yl)-7-(5-chloroisoquinolin-4-yl)-6,8-difluoro-2-(((2R,7aS)-2-fluorotetrahydro-1H-pyrrolizin-7a(5H)-yl)methoxy)quinazoline [C@H]12CNC[C@H](CC1)N2C2=NC(=NC1=C(C(=C(C=C21)F)C2=CN=CC1=CC=CC(=C21)Cl)F)OC[C@]21CCCN1C[C@@H](C2)F